C(C=CCCCCCCCCCCCCCCCC)(=O)O nonadecenic acid